6-(1-((tert-butyldimethylsilyl)oxy)cyclobutyl)-5-chloropyridin-3-amine [Si](C)(C)(C(C)(C)C)OC1(CCC1)C1=C(C=C(C=N1)N)Cl